Cl.C[C@@H]1C=2N(CCN1)N=CN2 (8R)-8-methyl-5,6,7,8-tetrahydro-[1,2,4]triazolo[1,5-a]pyrazine hydrochloride